Tert-butyl (E)-3-(4-(2-methoxy-2-oxoethyl)phenyl)acrylate COC(CC1=CC=C(C=C1)/C=C/C(=O)OC(C)(C)C)=O